3-amino-4-(7-fluoro-1H-indazol-4-yl)-6-pentan-3-yl-1H-1,7-phenanthrolin-2-one NC=1C(NC2=C3C=CC=NC3=C(C=C2C1C1=C2C=NNC2=C(C=C1)F)C(CC)CC)=O